COC1=NC=C(C2=C1N=C(S2)NC(=O)N2CC1(CCOC1)CC2)C=2C=NN(C2)C 2-Oxa-7-aza-spiro[4.4]nonane-7-carboxylic acid [4-methoxy-7-(1-methyl-1H-pyrazol-4-yl)-thiazolo[4,5-c]pyridin-2-yl]-amide